1-((tetrahydro-2H-pyran-4-yl)methyl)-3-((6-(trifluoromethyl)pyridin-3-yl)oxy)-1H-pyrrole-2,5-dione O1CCC(CC1)CN1C(C(=CC1=O)OC=1C=NC(=CC1)C(F)(F)F)=O